FC(OC=1C=NC(=NC1)N[C@@H]1C[C@H](CC1)NC1=CC=C(C=N1)C1C=NC2=CC=CC=C2C1=O)F 3-(6-(((1S,3S)-3-((5-(difluoromethoxy)pyrimidin-2-yl)amino)cyclopentyl)amino)pyridin-3-yl)-4H-quinolin-4-one